hexyl phosphate potassium salt [K+].P(=O)(OCCCCCC)([O-])[O-].[K+]